(2S)-2-(1-tert-butoxycarbonyl-4-piperidyl)-2-(9H-fluoren-9-ylmethoxycarbonylamino)acetic acid C(C)(C)(C)OC(=O)N1CCC(CC1)[C@@H](C(=O)O)NC(=O)OCC1C2=CC=CC=C2C=2C=CC=CC12